2-(4-chlorophenyl)-3-phenylpentanedioic acid ClC1=CC=C(C=C1)C(C(=O)O)C(CC(=O)O)C1=CC=CC=C1